FC(N1N(C(=C(C1)C1=CC=C(C=C1)F)F)C1=CC=C(C=C1)S(=O)(=O)N)F 4-(2-(difluoromethyl)-5-fluoro-4-(4-fluorophenyl)-1H-pyrazol-1-yl)benzenesulfonamide